2,5-dioxopyrrolidin-1-yl 1-((5-(2,5-dioxo-2,5-dihydro-1H-pyrrol-1-yl)pentyl)carbamoyl)cyclobutane-1-carboxylate O=C1N(C(C=C1)=O)CCCCCNC(=O)C1(CCC1)C(=O)ON1C(CCC1=O)=O